C(CCCCCCCCCCCCCCCC)C=C(C(=O)O)C.C(C(=C)C)(=O)OCCCCCCCCCCCCCCCCC heptadecyl methacrylate (HEPTADECYL METHACRYLATE)